ethyl-diisopropoxytitanium bis(ethylacetoacetate) C(C)CC(CC(=O)[O-])=O.C(C)CC(CC(=O)[O-])=O.C(C)[Ti+2](OC(C)C)OC(C)C